F[C@H]1CN(CC[C@H]1N1N=CC(=C1)NC=1N=C(C2=C(N1)SC=C2C)NC2=CC=CC(=N2)C(C)(C)O)C 2-(6-((2-((1-((3S,4R)-3-fluoro-1-methylpiperidin-4-yl)-1H-pyrazol-4-yl)amino)-5-methylthieno[2,3-d]pyrimidin-4-yl)amino)pyridin-2-yl)propan-2-ol